styreneacetate C(=CC1=CC=CC=C1)CC(=O)[O-]